Ethyl (R)-2-(3-(1-((tert-butylsulfinyl) imino) ethyl)-2-fluorophenyl)-2,2-difluoroacetate C(C)(C)(C)[S@@](=O)N=C(C)C=1C(=C(C=CC1)C(C(=O)OCC)(F)F)F